(R/S)-4-(1-aminoethyl)-6-(trifluoromethyl)pyridin-2-amine N[C@H](C)C1=CC(=NC(=C1)C(F)(F)F)N |r|